tert-butyl 2-(7-bromo-2-methylquinolin-3-yl)acetate BrC1=CC=C2C=C(C(=NC2=C1)C)CC(=O)OC(C)(C)C